C(C1=CC=CC=C1)(=O)NC(N(C1=C(NC=C1)C(=O)OCC)CC1=C(C=CC=C1)C1CN(CCC1)C(=O)OC(C)(C)C)=S tert-Butyl 3-(2-((3-benzoyl-1-(2-(ethoxycarbonyl)-1H-pyrrol-3-yl)thioureido)methyl)phenyl)piperidine-1-carboxylate